ethyl 2-[(3R)-3-[(3-bromo-2-methyl-phenoxy)methyl]-8-azaspiro[4.5]decan-8-yl]acetate BrC=1C(=C(OC[C@@H]2CCC3(C2)CCN(CC3)CC(=O)OCC)C=CC1)C